COC(CCC\C=C(\C[C@@H]1[C@H]([C@@H](CC1=C)O[Si](C)(C)C(C)(C)C)\C=C\[C@H](C(CC#CC)C)O[Si](C)(C)C(C)(C)C)/Br)=O (Z)-6-bromo-7-((1R,2R,3R)-3-((tert-butyldimethylsilyl)oxy)-2-((3S,E)-3-((tert-butyldimethylsilyl)oxy)-4-methylocta-1-en-6-yn-1-yl)-5-methylenecyclopentyl)hept-5-enoic acid methyl ester